3-(benzoylcarbamoyl)pyrrolidine-1-carboxylic acid tert-butyl ester C(C)(C)(C)OC(=O)N1CC(CC1)C(NC(C1=CC=CC=C1)=O)=O